COC(=CC)O[Si](C)(C)C ((1-methoxyprop-1-en-1-yl)oxy)trimethylsilane